BrC1=CC(=C(C(=C1)C)N=C1N(C=CN1C(C)C)C(C)C)C N-(4-bromo-2,6-dimethylphenyl)-1,3-diisopropylimidazol-2-imine